C(\C=C/CC)(=O)N (Z)-pentenamide